COC1=C(C=CC=C1)N=C=O 2-methoxyphenylisocyanate